N[C@@H](C)C1OCC(N(C1)CC1=CC=C(C=C1)OC)=O 6-((S)-1-aminoethyl)-4-(4-methoxybenzyl)morpholin-3-one